NCCN Dimethylenediamine